2,2-difluorospiro[3.5]nonan-7-one FC1(CC2(C1)CCC(CC2)=O)F